(5-cyclopropyl-1H-pyrazol-3-yl)-2-(5-((2,4-difluorophenyl)sulfonyl)-2,5-diazabicyclo[2.2.1]heptan-2-yl)quinazolin-4-amine C1(CC1)C1=CC(=NN1)C1=C2C(=NC(=NC2=CC=C1)N1C2CN(C(C1)C2)S(=O)(=O)C2=C(C=C(C=C2)F)F)N